C1=CC(=C(C=C1O)N=NC2=C(C=CC(=C2)O)CC(C(=O)O)N)CC(C(=O)O)N azotyrosine